C(#N)N[S@](=O)(=NC(NC1=C2CCCC2=CC=2CCCC12)=O)C1=CC(=CC=C1)C(C)(C)O (R)-N-cyano-N'-((1,2,3,5,6,7-hexahydro-s-indacen-4-yl)carbamoyl)-3-(2-hydroxypropan-2-yl)benzenesulfonimidamide